2-(3,4-dihydro-1H-isoquinolin-2-yl)-N-(3-methylsulfonylphenyl)-5-(trifluoromethyl)-pyridine-3-carboxamide C1N(CCC2=CC=CC=C12)C1=NC=C(C=C1C(=O)NC1=CC(=CC=C1)S(=O)(=O)C)C(F)(F)F